CC(C(CC)O)CCC (-)-4-methyl-3-heptanol